C(C)(C)(C)OC(N[C@@H]([C@@H](C=O)C)C1=CC=C(C=C1)[N+](=O)[O-])=O ((1S,2S)-2-methyl-1-(4-nitrophenyl)-3-oxopropyl)carbamic acid tert-butyl ester